ClC=1C(=NC=NC1)NC1=NNC2=CC(=CC=C12)[C@@H]1C[C@@]12C(NC1=CC=C(C=C21)OC)=O (1r,2s)-2-(3-((5-chloropyrimidin-4-yl)amino)-1H-indazol-6-yl)-5'-methoxyspiro[cyclopropan-1,3'-indoline]-2'-one